O=C1NC(CC[C@@H]1N1C(N(C2=C1C=CC(=C2)C2CCN(CC2)C(=O)OC(C)(C)C)C)=O)=O tert-butyl 4-{1-[(3S)-2,6-dioxopiperidin-3-yl]-3-methyl-2-oxo-1,3-benzodiazol-5-yl}piperidine-1-carboxylate